Cl.CN1N=CC(=C1)C=1N=C(C=2N(C1)N=CC2)N2C(CCCC2)CN [1-[6-(1-methylpyrazol-4-yl)pyrazolo[1,5-a]pyrazin-4-yl]-2-piperidyl]methanamine hydrochloride